(R)-2-amino-4-(4-(((R)-1-(2-aminopyridin-3-yl)ethyl)(methyl)amino)-6-chloro-8-fluoro-2-(6-methyl-1,6-diazaspiro[3.3]hept-1-yl)quinazolin-7-yl)-7-fluorobenzo[b]thiophene-3-carbonitrile NC1=C(C2=C(S1)C(=CC=C2C2=C(C=C1C(=NC(=NC1=C2F)N2CCC21CN(C1)C)N(C)[C@H](C)C=1C(=NC=CC1)N)Cl)F)C#N